2-(4-((5-fluoropentyl)thio)-2,5-dimethoxyphenyl)ethanamine FCCCCCSC1=CC(=C(C=C1OC)CCN)OC